1-methyl-4-(2-methyl-4-(4,4,5,5-tetramethyl-1,3,2-dioxaborolan-2-yl)phenyl)piperazine CN1CCN(CC1)C1=C(C=C(C=C1)B1OC(C(O1)(C)C)(C)C)C